C(CCC)OC1=CC=C(C=C1)[C@@H](CC(=O)O)C#CC (3R)-3-(4-Butoxyphenyl)hex-4-ynoic acid